C(C)(C)(C)OC(=O)N1C[C@@H]2CNC([C@@H]2C1)=O cis-4-oxo-hexahydro-pyrrolo[3,4-c]pyrrole-2-carboxylic acid tert-butyl ester